ClC=1C(=C(C(=O)C2=[N+](N(C3=CC=CC=C23)CC)[O-])C(=CC1)Cl)C(=O)OC(C(F)(F)F)C(F)(F)F 3-(3,6-Dichloro-2-(((1,1,1,3,3,3-hexafluoropropan-2-yl)oxy)carbonyl)benzoyl)-1-ethyl-1H-indazole 2-oxide